Cl.ClC=1C(NC(NC1CN1C(CCC1)=N)=O)=O 5-chloro-6-(1-(2-iminopyrrolidinyl)methyl)uracil hydrochloride